C(CCC)OC1=C(C=C(C=C1)/C=C/C(=O)C1=CC=C(C=C1)N1CCC(CC1)O)OC (E)-3-(4-Butoxy-3-methoxyphenyl)-1-[4-(4-hydroxypiperidin-1-yl)phenyl]prop-2-en-1-one